cyclohexyl-diaminosilane C1(CCCCC1)[SiH](N)N